6-(5-chloro-2-fluorophenyl)-3-{methyl[(2-oxooxolan-3-yl)methyl]amino}pyridazine-4-carboxylic acid trifluoroacetic acid salt FC(C(=O)O)(F)F.ClC=1C=CC(=C(C1)C1=CC(=C(N=N1)N(CC1C(OCC1)=O)C)C(=O)O)F